C1(CCC1)C=1C(=NN(C1NC(=O)C1CC(C1)(F)F)C)C1CC(C1)(C1=CC=CC=C1)O N-(4-cyclobutyl-3-(3-hydroxy-3-phenylcyclobutyl)-1-methyl-1H-pyrazol-5-yl)-3,3-difluorocyclobutane-1-carboxamide